butyl (methyl)acrylate CC(C(=O)OCCCC)=C